N1(CCNCC1)CC=1C=C(C=CC1)C1C(NC(CC1)=O)=O 3-[3-(piperazin-1-ylmethyl)phenyl]piperidine-2,6-dione